COCCN1C[C@@H]([C@H](CC1)NC(=O)C1=CC(=CC=2N(C=NC21)CC(F)(F)F)C#CCNC2=C(C=C(C(=C2)F)C(=O)N2CCOCC2)OC)C N-[(3S,4S)-1-(2-methoxyethyl)-3-methyl-4-piperidyl]-6-[3-(5-fluoro-2-methoxy-4-morpholinocarbonylphenylamino)-1-propynyl]-1-(2,2,2-trifluoroethyl)-1H-1,3-benzimidazole-4-carboxamide